N-[3-(2-{[5-(4-ethylphenyl)-4H-1,2,4-triazol-3-yl]sulfanyl}propanoyl)phenyl]methanesulfonamide C(C)C1=CC=C(C=C1)C=1NC(=NN1)SC(C(=O)C=1C=C(C=CC1)NS(=O)(=O)C)C